1-[3-chloro-5-(isobutylsulfamoyl)-7,8,9,10-tetrahydrobenzo[h]isoquinolin-7-yl]-3-ethyl-urea ClC=1N=CC2=C3C(=CC(=C2C1)S(NCC(C)C)(=O)=O)C(CCC3)NC(=O)NCC